(S)-2-(2-Chloro-5-isopropyl-8-oxothieno[2',3':4,5]pyrrolo[1,2-d][1,2,4]triazin-7(8H)-yl)-N-(1-methylpyrrolidin-3-yl)acetamide ClC1=CC2=C(C=C3N2C(=NN(C3=O)CC(=O)N[C@@H]3CN(CC3)C)C(C)C)S1